ClCC=1N=C(OC1)C 4-(chloromethyl)-2-methyl-oxazole